2-((7-(Thiophen-3-yl)-3-azabicyclo[4.1.0]heptan-7-yl)methyl)isoindoline-1,3-dione S1C=C(C=C1)C1(C2CCNCC12)CN1C(C2=CC=CC=C2C1=O)=O